Cl.N1[C@H](CCCC1)CNC(=O)C1=CN(CCS1)C1=C2C(=NC=C1)NC=C2 (R)-N-(piperidin-2-ylmethyl)-4-(1H-pyrrolo[2,3-b]pyridin-4-yl)-3,4-dihydro-2H-1,4-thiazine-6-carboxamide hydrochloride